OC1[C@](N=C2N(C=CC3=CC=CC=C23)[C@]1(C)O)(C(=O)O)C (2S,4R)-3,4-dihydroxy-2,4-dimethyl-3,4-dihydro-2H-pyrimido[2,1-a]isoquinoline-2-carboxylic acid